(5-(difluoromethyl)-6-(1H-pyrazol-1-yl)pyridin-3-yl)-1-(4-oxo-4H-pyrido[1,2-a]pyrimidin-9-yl)-5-(trifluoromethyl)-1H-pyrazole-4-carboxamide FC(C=1C=C(C=NC1N1N=CC=C1)C1=NN(C(=C1C(=O)N)C(F)(F)F)C1=CC=CN2C1=NC=CC2=O)F